Cl.Cl.N1CCC2(CC1)[C@@H](C=1C(=NC=CC1)O2)N (R)-3H-spiro[furo[2,3-b]pyridin-2,4'-piperidin]-3-amine dihydrochloride